(2S,4S)-4-fluoro-L-proline F[C@H]1C[C@H](NC1)C(=O)O